C=1(C(=CC=CC1)NC(=O)OC1CCN(CC1)CCN(C(C1=CC=C(C=C1)CN1CCC(CC1)C(N)=O)=O)C)C1=CC=CC=C1 1-[2-[4-[(4-carbamoyl-1-piperidinyl) methyl]-N-methylbenzamido] ethyl]-4-piperidinyl 2-biphenylcarbamate